C(=O)(O)[C@H](CC(=O)N1CC2=NC(=C(C(=C2C1)Cl)OC)OCCCOC1=C(C=C2C(=N1)C=C(S2)C(C[C@@H](C(=O)O)C)=O)OC)C (S)-4-(5-(3-((6-((S)-3-carboxybutanoyl)-4-chloro-3-methoxy-6,7-dihydro-5H-pyrrolo[3,4-b]pyridin-2-yl)oxy)propoxy)-6-methoxy-thieno[3,2-b]pyridin-2-yl)-2-methyl-4-oxobutanoic acid